C(#N)C=1C=NN2C1C(=CC(=C2)CCC(=O)OC)C=2C=CC(=NC2)N2CC1N(C(C2)C1)C(=O)OC(C)(C)C tert-butyl 3-(5-(3-cyano-6-(3-methoxy-3-oxopropyl) pyrazolo[1,5-a]pyridin-4-yl) pyridin-2-yl)-3,6-diazabicyclo[3.1.1]heptane-6-carboxylate